FC=1C(=C(C=CC1F)[C@H]1[C@@H](OC2=C1C=CC=C2)C(=O)OCC)OC |r| ethyl rac-(2R,3S)-3-(3,4-difluoro-2-methoxyphenyl)-2,3-dihydrobenzofuran-2-carboxylate